NC[C@H](CC(=O)O)CCCCC (3S,5R)-3-aminomethyl-octanoic acid